Cl\C=C\1/OC2=C(C1(O)C)C=CC=C2 (2Z)-2-(chloromethylene)-3-methyl-1-benzofuran-3-ol